CCCCCCCCCCCCCCCC(=O)OC(CCCCCCC)CCCCCCCCCC(=O)[O-] The molecule is a long-chain fatty acid anion that is the conjugate base of 11-PAHSA, obtained by deprotonation of the carboxy group; major species at pH 7.3. It has a role as an anti-inflammatory agent, a human metabolite and a hypoglycemic agent. It is a conjugate base of an 11-PAHSA.